2-bromo-4,5-dimethylbenzo[d]thiazol-6-ol BrC=1SC2=C(N1)C(=C(C(=C2)O)C)C